1-[(1S,3R)-5-Bromo-3-[[tert-butyl(dimethyl)silyl]oxymethyl]-1-methyl-3,4-dihydro-1H-isoquinolin-2-yl]-2-(2-chloro-6-fluoro-phenyl)ethanone BrC1=C2C[C@@H](N([C@H](C2=CC=C1)C)C(CC1=C(C=CC=C1F)Cl)=O)CO[Si](C)(C)C(C)(C)C